C(C)C1=C(N=C2N1C=C(C(=C2)OC)C2=NN=NN2)C(O)(C2=NC=CC=C2)C2=CC=CC=C2 [3-Ethyl-7-methoxy-6-(1H-tetrazol-5-yl)-imidazo[1,2-a]pyridin-2-yl]-phenyl-pyridin-2-yl-methanol